tert-Butyl 4-[(10S)-4-(2-hydroxyphenyl)-1,5,6,8,12-pentazatricyclo[8.4.0.02,7]tetradeca-2(7),3,5-triene-12-carbonyl]-3,3-dimethylpiperidine-1-carboxylate OC1=C(C=CC=C1)C1=CC=2N3CCN(C[C@@H]3CNC2N=N1)C(=O)C1C(CN(CC1)C(=O)OC(C)(C)C)(C)C